tert-butylperoxydiethylacetate C(C)(C)(C)OOC(C(=O)[O-])(CC)CC